COC(=O)C=1C(=C2C=CNC2=C(C1)OCCNC(=O)OC(C)(C)C)Cl 7-(2-((Tert-Butoxycarbonyl)amino)ethoxy)-4-chloro-1H-indole-5-carboxylic acid methyl ester